N(N)C=1SC(=CN1)C(=O)OC methyl 2-hydrazino-1,3-thiazole-5-carboxylate